tert-butyl (1-(2-aminoethyl)piperidin-4-yl)(methyl)carbamate NCCN1CCC(CC1)N(C(OC(C)(C)C)=O)C